11H-benzofuro[3,2-b]carbazole C1=CC=CC2=C1C1=CC=3NC4=CC=CC=C4C3C=C1O2